N-Methyluracile CN1C(=O)NC(=O)C=C1